3-(2,4-difluoro-6-((2-fluoro-4-iodophenyl)amino)benzoylamino)piperidine-1-carboxylic acid tert-butyl ester C(C)(C)(C)OC(=O)N1CC(CCC1)NC(C1=C(C=C(C=C1NC1=C(C=C(C=C1)I)F)F)F)=O